N1(N=CC=C1)C=1C=C(C=NC1)C=1N=NN(C1)CC=1N=C2N(C=C(C=C2)C)C1 (2-((4-(5-(1H-pyrazol-1-yl)pyridin-3-yl)-1H-1,2,3-triazol-1-yl)methyl)Imidazo[1,2-a]pyridin-6-yl)methane